C(C)(C)(C)OC(C[C@@H](CO)NC(=O)OCC1C2=CC=CC=C2C=2C=CC=CC12)=O tert-butyl-(3S)-3-[[(9H-fluoren-9-ylmethoxy)carbonyl]amino]-4-hydroxybutanoate